[1-[[2-(1-acetyl-4-piperidinyl)-6-chloro-3-pyridinyl]amino]ethyl]-3-(2-hydroxyethyl)-4,7-dimethyl-pyrazolo[3,4-c]isoquinolin-5-one C(C)(=O)N1CCC(CC1)C1=NC(=CC=C1NC(C)C1=NN(C=2N(C(C=3C=C(C=CC3C21)C)=O)C)CCO)Cl